NCC1=NNC(C2=C(C=C(C=C12)C=1C=NN(C1C1=C(C2=CC=CC=C2C=C1F)C#N)C)C)=O 2-(4-(4-(aminomethyl)-8-methyl-1-oxo-1,2-dihydrophthalazin-6-yl)-1-methyl-1H-pyrazol-5-yl)-3-fluoro-1-naphthonitrile